N-(1-cyanocyclopropyl)-9-(5-(difluoromethyl)-1,3,4-thiadiazol-2-yl)-4-((2S)-2-methylpiperidin-4-yl)-9H-pyrimido[4,5-b]Indole-7-sulfonamide C(#N)C1(CC1)NS(=O)(=O)C1=CC=C2C3=C(N(C2=C1)C=1SC(=NN1)C(F)F)N=CN=C3C3C[C@@H](NCC3)C